CC(C(=O)OC)(C)C=1C=CC2=C(N(C=N2)COCC[Si](C)(C)C)C1 methyl 2-methyl-2-(1-((2-(trimethylsilyl)ethoxy)methyl)-1H-benzo[d]imidazol-6-yl)propanoate